C1CCC2=C(C=3CCCC3C=C12)NC(=O)NS(=O)(=O)C1=CC2=C(S1)C1CCC(C2O)C1 N-((1,2,3,5,6,7-hexahydro-s-indacen-4-yl)carbamoyl)-4-hydroxy-5,6,7,8-tetrahydro-4H-5,8-methanocyclohepta[b]thiophene-2-sulfonamide